ClC1=C(CN2OCC(C2=O)(C)C)C=C(C=C1)Cl 2-(2,5-dichlorobenzyl)-4,4-dimethyl-1,2-oxazolidin-3-one